CC1(CCNC1)C 4,4-dimethylpyrrolidin